4-(3-methyl-1H-indazol-6-yl)-2,4-pyrimidinediamine CC1=NNC2=CC(=CC=C12)C1(NC(=NC=C1)N)N